7-fluoro-1-methyl-4-[4-methyl-4-(5-methyl-1,3-benzooxazol-2-yl)piperidin-1-yl]-2-oxo-1,2-dihydroquinoline-3-carbonitrile FC1=CC=C2C(=C(C(N(C2=C1)C)=O)C#N)N1CCC(CC1)(C=1OC2=C(N1)C=C(C=C2)C)C